C(#N)C=1C=C(C=NC1C)S(=O)(=O)N(C(C(F)(F)F)C1=CC=C(C=C1)F)CC 5-cyano-N-ethyl-6-methyl-N-(2,2,2-trifluoro-1-(4-fluorophenyl)ethyl)pyridine-3-sulfonamide